5-(4-methylthieno[3,2-d]pyrimidin-2-yl)-1,2,3,3a,4,6a-hexahydrocyclopenta[c]pyrrole CC=1C2=C(N=C(N1)C=1CC3C(CNC3)C1)C=CS2